C(C)N(C1=NC(=NC(=N1)N(C1=CC=CC=C1)C=1NC2=C(C1)C=CC=C2)N(CCC(C)C)CCCCCC)CCC(C)C Ethylhexylbis-isopentylbenzoAzolylphenylmelamine